N-(5-(8-((cyclopropylmethyl)amino)-6-(2,6-dichloro-3,5-dimethoxyphenyl)pyrido[3,4-d]pyrimidin-2-yl)-1-(2-methoxyethyl)-1H-pyrazol-4-yl)acrylamide C1(CC1)CNC1=NC(=CC2=C1N=C(N=C2)C2=C(C=NN2CCOC)NC(C=C)=O)C2=C(C(=CC(=C2Cl)OC)OC)Cl